(3R,4R)-3-[(1R)-1-(4-bromophenyl)ethyl]-4-(hydroxymethyl)-3-methyl-pyrrolidin-2-one BrC1=CC=C(C=C1)[C@@H](C)[C@]1(C(NC[C@@H]1CO)=O)C